C(#N)C=1C=C(C=CC1OCCCOC)C=1SC(=C(N1)C)C(=O)O (3-cyano-4-(3-methoxypropoxy)phenyl)-4-methylthiazole-5-carboxylic acid